C(C)(C)N(CCC1=CNC2=CC=CC(=C12)O)C(C)C diisopropyl-4-hydroxy-tryptamine